5-chloro-2-methyl-7,8-dihydro-6H-spiro[[1,3]oxazolo[5,4-f]quinazoline-9,1'-cyclohexan]-7-one ClC=1C=C2C(=C3C1NC(NC31CCCCC1)=O)OC(=N2)C